((4S,5S)-5-amino-4-(5-chloro-3-methyl-7-((thiophen-2-ylmethyl)amino)thieno[3,2-b]pyridin-2-yl)cyclohex-1-en-1-yl)(morpholino)methanone N[C@@H]1[C@H](CC=C(C1)C(=O)N1CCOCC1)C1=C(C2=NC(=CC(=C2S1)NCC=1SC=CC1)Cl)C